ClC1=CC=C(C=C1)C=1N=C2N(C=CC=C2)C1CN1CCN(CC1)C(=O)C1=C(C=CC=C1)OCC (4-{[2-(4-chlorophenyl)imidazo[1,2-a]pyridin-3-yl]methyl}piperazin-1-yl)(2-ethoxyphenyl)methanone